6-[4-[(3-fluorophenyl)methyl]piperidine-1-carbonyl]-4H-1,4-benzoxazin-3-one FC=1C=C(C=CC1)CC1CCN(CC1)C(=O)C=1C=CC2=C(NC(CO2)=O)C1